O=C1N(CCCC1)CCN1C(C2=CC=CC=C2C1=O)=O 2-(2-(2-oxopiperidin-1-yl)ethyl)isoindole-1,3-dione